O(C1=CC=CC=C1)CC(C)O 1-Phenoxy-2-propanol